3-oxo-3-[3-(trifluoromethyl)bicyclo[1.1.1]Pentane-1-yl]Propionitrile O=C(CC#N)C12CC(C1)(C2)C(F)(F)F